[(isopropyl-d1)benzofuropyridineyl]pyridine C(C)(C)([2H])C=1C(=NC2=C(C1)OC1=C2C=CC=C1)C1=NC=CC=C1